Racemic-6-(3-((1-(4-fluoro-2-methoxyphenyl)ethyl)glycyl)-3,8-diazabicyclo[3.2.1]octan-8-yl)nicotinonitrile FC1=CC(=C(C=C1)C(C)NCC(=O)N1CC2CCC(C1)N2C2=NC=C(C#N)C=C2)OC